ClC=1C=C2C=C(NC2=CC1OCC1=NOC(=C1)C)CNC(OC(C)(C)C)=O tert-butyl ((5-chloro-6-((5-methylisoxazol-3-yl)methoxy)-1H-indol-2-yl)methyl)carbamate